2-(3-fluoro-1-(5-(trifluoromethyl)pyrimidin-2-yl)piperidin-4-yl)-N-((S)-2-((6-oxo-5-(trifluoromethyl)-1,6-dihydropyridazin-4-yl)amino)propoxy)acetamide FC1CN(CCC1CC(=O)NOC[C@H](C)NC=1C=NNC(C1C(F)(F)F)=O)C1=NC=C(C=N1)C(F)(F)F